1-{[(E)-2-(1-methyl-1H-pyrazol-4-yl)ethenyl]sulfonyl}-5,6-dihydropyridin-2(1H)-one CN1N=CC(=C1)/C=C/S(=O)(=O)N1C(C=CCC1)=O